C(=C)S ethanenethiol